1-(4-bromophenyl)bicyclo[2.2.1]Heptane BrC1=CC=C(C=C1)C12CCC(CC1)C2